(S)-6-((2-isopropyl-4-methylpiperazin-1-yl)methyl)-2-(6-methoxy-4-(1-((4-methyl-4H-1,2,4-triazol-3-yl)methyl)cyclobutyl)pyridin-2-yl)-4-(trifluoromethyl)isoindolin-1-one C(C)(C)[C@@H]1N(CCN(C1)C)CC1=CC(=C2CN(C(C2=C1)=O)C1=NC(=CC(=C1)C1(CCC1)CC1=NN=CN1C)OC)C(F)(F)F